ON(C(C(C)(C)C)=O)CC1=CC=C(C=C1)NC1=C(C=C(C=C1C)C)C N-hydroxy-N-(4-(mesitylamino)benzyl)pivalamide